1-(4-((7-cyano-1-methyl-2-((1-methyl-2-oxo-5-(trifluoromethyl)-1,2-dihydropyridin-3-yl)amino)-1H-imidazo[4,5-b]pyridin-6-yl)oxy)pyridin-2-yl)-3-methylurea C(#N)C1=C2C(=NC=C1OC1=CC(=NC=C1)NC(=O)NC)N=C(N2C)NC=2C(N(C=C(C2)C(F)(F)F)C)=O